O1C(C1)C1=CC(=C2CNC(C2=C1)=O)C(F)(F)F 6-(Oxacyclopropan-2-yl)-4-(trifluoromethyl)isoindolin-1-one